CC1=C(C=NC(=C1C(=O)NC1=CC(=CC=C1)[S@@](=O)(=N)C)N1C[C@@H](OCC1)C(F)(F)F)C(F)(F)F 4-methyl-N-(3-((R)-S-methylsulfonimidoyl)phenyl)-5-(trifluoromethyl)-2-((R)-2-(trifluoromethyl)morpholino)nicotinamide